N-[(3S,4R)-3-fluoro-1-methylpiperidin-4-yl]-6-[4-(prop-2-enamido)quinolin-6-yl]pyridine-2-carboxamide F[C@H]1CN(CC[C@H]1NC(=O)C1=NC(=CC=C1)C=1C=C2C(=CC=NC2=CC1)NC(C=C)=O)C